1-(6-(2-hydroxy-2-(4-methyl-1-oxo-1,3-dihydroisobenzofuran-5-yl)ethyl)-5,6,7,8-tetrahydropyrido[4,3-d]pyrimidin-2-yl)-1H-pyrazolo[3,4-b]pyridine-4-carbonitrile OC(CN1CC2=C(N=C(N=C2)N2N=CC3=C2N=CC=C3C#N)CC1)C=1C(=C3COC(C3=CC1)=O)C